ClC1=NC=C(C=N1)C#C 2-chloro-5-ethynyl-pyrimidine